C(#N)C1=CC(=C(COC2=CC=CC(=N2)C2CCN(CC2)CC2=NC3=C(N2CCOC)C=C(C(=C3F)NC3=CC=CC=C3)C(=O)O)C=C1)F 2-((4-(6-((4-cyano-2-fluorobenzyl)oxy)pyridin-2-yl)piperidin-1-yl)methyl)-4-fluoro-1-(2-methoxyethyl)-5-(phenylamino)-1H-benzo[d]imidazole-6-carboxylic acid